C=C(C(=O)[O-])CC1=CC(=C(C(=C1)C(C)(C)C)O)C(C)(C)C methylene-3-(3,5'-di-tert-butyl-4'-hydroxyphenyl)-propionate